OCCN(C1=NC=C2C(=N1)N=CN=C2NC=2C=C(C=CC2C)NC(C2=CC=C(C=C2)C(F)(F)F)=O)CCO N-(3-((7-(bis(2-hydroxyethyl)amino)pyrimido[4,5-d]pyrimidin-4-yl)amino)-4-methylphenyl)-4-(trifluoromethyl)benzamide